C(C)[N+](=CC)[O-] N-ethyl-alpha-methylnitrone